OC1=CC(=NN1CC1=CC=C(C=C1)OC)C(=O)OCC Ethyl 5-hydroxy-1-[(4-methoxyphenyl)methyl]-1H-pyrazole-3-carboxylate